BrC=1C(=NC(=NC1)NC=1C(=NN(C1)C1CCN(CC1)C1CCN(CC1)C)C)NC1=C(C=C(C=C1)F)C(C)(C)O 2-(2-((5-Bromo-2-((3-methyl-1-(1'-methyl-[1,4'-bipiperidin]-4-yl)-1H-pyrazole-4-yl)amino)pyrimidin-4-yl)amino)-5-fluorophenyl)propan-2-ol